OC[C@H](C1=CC=CC=C1)NC1=CC(=NC=C1C1=NC(=NO1)C(C)(C)O)NC=1C=C2C(N(C(C2=CC1)=O)CCC)(C)C (S)-5-((4-((2-hydroxy-1-phenylethyl)amino)-5-(3-(2-hydroxypropan-2-yl)-1,2,4-oxadiazol-5-yl)pyridin-2-yl)amino)-3,3-dimethyl-2-propylisoindolin-1-one